FC1(CN(CC1)C1=CC(=CC(=N1)NC=1C=C(C#N)C=CN1)C1CCN(CC1)C1COC1)F 2-((6-(3,3-difluoropyrrolidin-1-yl)-4-(1-(oxetan-3-yl)piperidin-4-yl)pyridin-2-yl)amino)isonicotinonitrile